Methyl (S)-3-(2-((6-oxo-5-(trifluoromethyl)-1,6-dihydropyridazin-4-yl)amino)propoxy)propionate O=C1C(=C(C=NN1)N[C@H](COCCC(=O)OC)C)C(F)(F)F